potassium borate compound with lithium [Li+].B([O-])([O-])O.[K+]